C(#N)C1=NC(=NC=C1)C(=O)[O-] 4-cyanopyrimidine-2-carboxylate